COC(C1=CC=C(C=C1)C1C(CC12CCC2)C#N)=O.COC2=C(C=CC=C2)P(CCP(C2=CC=CC=C2)C2=C(C=CC=C2)OC)C2=CC=CC=C2 1,2-bis[(o-methoxyphenyl)phenylphosphino]ethane Methyl-4-(2-cyanospiro[3.3]heptan-1-yl)benzoate